NC1=NN(C=C1C=1C=C2C3(CNC(C2=CC1)=O)CC(C3)(F)F)C=3C=C(C=CC3)NC(C=C)=O N-(3-(3-amino-4-(3,3-difluoro-1'-oxo-2',3'-dihydro-1'H-spiro[cyclobutane-1,4'-isoquinolin]-6'-yl)-1H-pyrazol-1-yl)phenyl)acrylamide